OC1=C(C(=O)O)C(=CC=C1)OC1CN(C1)C(C[C@H]1CN(CCO1)C)=O 2-hydroxy-6-[(1-{[(2S)-4-methylmorpholin-2-yl]acetyl}azetidin-3-yl)oxy]benzoic acid